oxazol-5-ylmethyl (4-((1-(3,3-difluorocyclobutane-1-carbonyl)piperidin-4-yl)methyl)phenyl)carbamate FC1(CC(C1)C(=O)N1CCC(CC1)CC1=CC=C(C=C1)NC(OCC1=CN=CO1)=O)F